ClC1=NC=C2C(=CN=C(C2=C1)C(C)C)N1[C@@H]([C@H](C1)CS(=O)(=O)C)C 7-chloro-1-isopropyl-4-((2R,3S)-2-methyl-3-((methylsulfonyl)methyl)azetidin-1-yl)-2,6-naphthyridine